ClC=1C(=NC(=NC1)N[C@H]1[C@@H](COCC1)O)C1=CC=C2C(C=C(N(C2=C1)C(C)C)C(=O)NCC(C)(C)O)=O 7-(5-chloro-2-(((3S,4R)-3-hydroxytetrahydro-2H-pyran-4-yl)amino)pyrimidin-4-yl)-N-(2-hydroxy-2-methylpropyl)-1-isopropyl-4-oxo-1,4-dihydroquinoline-2-carboxamide